N-((S)-1-Phenylethyl)-4-((R)-3-(3-(trifluoromethyl)phenoxy)pyrrolidin-1-yl)tetrahydro-2H-pyran-4-carboxamide, hydrochloride Cl.C1(=CC=CC=C1)[C@H](C)NC(=O)C1(CCOCC1)N1C[C@@H](CC1)OC1=CC(=CC=C1)C(F)(F)F